FC=1C=C2C(=NC1)C[C@@H](C1=C(O2)C=CC=C1)CNC |o1:8| (S*)-(3-fluoro-10,11-dihydrobenzo[6,7]oxepino[3,2-b]pyridin-10-yl)-N-methylmethanamine